(2S)-3-(cyclobutoxy)-2-[9H-fluoren-9-ylmethoxycarbonyl-(propyl)amino]propionic acid C1(CCC1)OC[C@@H](C(=O)O)N(CCC)C(=O)OCC1C2=CC=CC=C2C=2C=CC=CC12